(cyclopropyl-methyl)-7-(4-fluorophenyl)phthalazin-1-amine C1(CC1)CC1=NN=C(C2=CC(=CC=C12)C1=CC=C(C=C1)F)N